C(C(C)C)C1C(C1C(=O)OCC)(C)C Ethyl 3-isobutyl-2,2-dimethylcyclopropanecarboxylate